C1(CC1)C=1C(=CC(N2C(CSC12)C(=O)O)=O)CC=1C=CC=C2C=CB(NC12)C 7-cyclopropyl-6-[(2-methyl-1-aza-2-bora-1H-naphthalen-8-yl)methyl]-4-oxo-1-thia-3a-aza-3-indanecarboxylic acid